(E)-1-(3-butoxyprop-1-en-1-yl)-4,4-dimethylcyclohexan-1-ol C(CCC)OC/C=C/C1(CCC(CC1)(C)C)O